BrC=1C(=C2C(=NC1)NC(=N2)C2=CC=C(C=C2)N2CCN(CC2)CC=2OC=CC2)NC2CCN(CC2)C 6-Bromo-2-{4-[4-(furan-2-ylmethyl)piperazin-1-yl]phenyl}-N-(1-methylpiperidin-4-yl)-3H-imidazo[4,5-b]pyridin-7-amine